2-(5-chloro-1-methyl-1H-imidazo[4,5-b]pyrazin-2-yl)-3-methyl-5-(trifluoromethyl)phenol ClC=1N=C2C(=NC1)N(C(=N2)C2=C(C=C(C=C2C)C(F)(F)F)O)C